ClC=1C=C(C=CC1Cl)S(=O)(=O)N1C[C@]2(CC3=C(C=C2CC1)N(N=C3)C3=CC=C(C=C3)F)C(=O)C=3C=NN(C3)C (R)-(6-((3,4-dichlorophenyl)sulfonyl)-1-(4-fluorophenyl)-4,4a,5,6,7,8-hexahydro-1H-pyrazolo[3,4-g]isoquinolin-4a-yl)(1-methyl-1H-pyrazol-4-yl)methanone